FC1(CCC(CC1)(C1=CC(=C(C=C1)OC([2H])([2H])[2H])F)C(=O)N1[C@H](C[C@H](C1)F)C(=O)NC1=CC=C2C(=N1)C=NN2)F (4R)-1-[(4,4-difluoro-1-{3-fluoro-4-[(2H3)methyloxy]phenyl}cyclohexyl)carbonyl]-4-fluoro-N-1H-pyrazolo[4,3-b]pyridin-5-yl-D-prolineamide